N(=[N+]=[N-])[C@H](C(=O)O)C(C)C (S)-2-azido-3-methylbutanoic acid